CN(C)C(=O)N(C)C N,N,N',N'-tetramethyl-Urea